C(C)(C)(C)OC(=O)NC1CC(C1)[C@@H]1N(C[C@@H](CC1)C)C(C(=O)NC=1C=C(C(=NC1)NC(OC(C)(C)C)=O)C)=O tert-butyl N-[5-[[2-[(2R,5R)-2-[3-(tert-butoxycarbonylamino)cyclobutyl]-5-methyl-1-piperidyl]-2-oxo-acetyl]amino]-3-methyl-2-pyridyl]carbamate